3-[(2S,6S)-2,6-Diethyl-1-methylpiperidin-4-yl]-7-(2,8-dimethylimidazo[1,2-b]pyridazin-6-yl)-5-fluorocinnolin C(C)[C@@H]1N([C@H](CC(C1)C=1N=NC2=CC(=CC(=C2C1)F)C=1C=C(C=2N(N1)C=C(N2)C)C)CC)C